COCCC 3-methoxy-propan